(Z)-6-[tert-butyl(diphenyl)silyl]oxyhex-3-en-1-ol [Si](C1=CC=CC=C1)(C1=CC=CC=C1)(C(C)(C)C)OCC\C=C/CCO